C(C)(C)(C)OC(NC1CN(C1)C1=CC(=C2C(=N1)C(=CS2)C(NC)=O)C(F)(F)F)=O (1-(3-(methylcarbamoyl)-7-(trifluoromethyl)thieno[3,2-b]pyridin-5-yl)azetidin-3-yl)carbamic acid tert-butyl ester